5-((7,7-difluoro-9-isopropyl-5-methyl-6-oxo-6,7,8,9-tetrahydro-5H-pyrimido[4,5-b][1,4]diazepin-2-yl)amino)-4-methoxy-N-(7-azaspiro[3.5]nonan-2-yl)picolinamide FC1(C(N(C2=C(N(C1)C(C)C)N=C(N=C2)NC=2C(=CC(=NC2)C(=O)NC2CC1(C2)CCNCC1)OC)C)=O)F